tert-butyl (1-((6-chloro-5-cyclopropylpyridazin-3-yl)amino)-1-oxopropan-2-yl)(methyl)carbamate ClC1=C(C=C(N=N1)NC(C(C)N(C(OC(C)(C)C)=O)C)=O)C1CC1